C(C1=CC=CC=C1)N(CC)CC N-benzyl-N,N-diethylamine